[Na].N[C@@H](CC1=CC=C(C=C1)OC1=CC=C(C=C1)O)C(=O)O L-thyronine sodium